Trans-hexenedinitrile C(\C=C\CCC#N)#N